FC([C@@H]1CN(CC1)N1C(C(=CC=C1)NC(C1=C(C=C(C=C1)NS(=O)(=O)CCO)N1CC[Si](CC1)(C)C)=O)=O)F (S)-N-(1-(3-(difluoromethyl)pyrrolidin-1-yl)-2-oxo-1,2-dihydropyridin-3-yl)-2-(4,4-dimethyl-1,4-azasilinan-1-yl)-4-((2-hydroxyethyl)sulfonamido)benzamide